BrC=1C=C2C(=NC1)NC=C2C(C2=C(C(=CC=C2OC)[N+](=O)[O-])F)=O 5-bromo-3-(2-fluoro-6-methoxy-3-nitrobenzoyl)-1H-pyrrolo[2,3-b]pyridine